CCCCCCCC/C=C\\CCCCCCCC(=O)OC[C@H](COP(=O)(O)OCCN(C)C)OC(=O)CCCCCCC/C=C\\CCCCCCCC The molecule is a 1,2-diacyl-sn-glycero-3-phospho-N,N-dimethylethanolamine in which the phosphatidyl acyl groups are both specified as oleoyl (9Z-octadecenoyl); major species at pH 7.3. It has a role as a human metabolite. It derives from an oleic acid. It is a tautomer of a 1,2-dioleoyl-sn-glycero-3-phospho-N,N-dimethylethanolamine zwitterion.